5-fluoro-2-(((3R,4R)-3-fluoro-1-(methylsulfonyl)piperidin-4-yl)amino)-7-isobutylpyrrolo[2,1-f][1,2,4]triazine-6-carbonitrile FC=1C(=C(N2N=C(N=CC21)N[C@H]2[C@@H](CN(CC2)S(=O)(=O)C)F)CC(C)C)C#N